N-(4-((2-amino-3-chloropyridin-4-yl)oxy)-3-fluorophenyl)-1-(5-fluoropyrimidin-2-yl)-5-(trifluoromethyl)-1H-pyrazole-4-carboxamide NC1=NC=CC(=C1Cl)OC1=C(C=C(C=C1)NC(=O)C=1C=NN(C1C(F)(F)F)C1=NC=C(C=N1)F)F